CC(=C)C(C(C(CC)C)=NO)(C)C 2,3,3,5-tetramethylhept-1-en-4-one oxime